Cl.ClC1=CC=C(C=C1)C(N1[C@@H](CN[C@H](C1)C)C)[C@@H]1C(C1)(F)F (2R,5S)-1-((4-Chlorophenyl)((R)-2,2-difluorocyclopropyl)methyl)-2,5-dimethylpiperazine hydrochloride